CC=1N=C(SC1C(=O)N1C[C@H]([C@@H](CC1)C(=O)N1CCC(CC1)=O)C1=CC=CC=C1)C=1C=NC(=CC1)C 1-{[(3R,4R)-1-{[4-methyl-2-(6-methylpyridin-3-yl)-1,3-thiazol-5-yl]Carbonyl}-3-phenylpiperidin-4-yl]Carbonyl}piperidin-4-one